2-[(4-bromo)-phenylpropionamido]-3-(4-biphenylyl)-propionic acid BrC1=CC=C(C=C1)CCC(=O)NC(C(=O)O)CC1=CC=C(C=C1)C1=CC=CC=C1